N[C@@H](CCC(=O)O)C(=O)N[C@@H](CCCCNC(CCCCCCC(=O)ON1C(CCC1=O)=O)=O)C(=O)O glutamyl-N6-[8-[(2,5-dioxo-1-pyrrolidinyl)oxy]-1,8-dioxooctyl]-L-lysine